OCCN(C(CN(C(CNC(\C=C\C1=CC=C(C=C1)C(F)(F)F)=O)=O)CCOC)=O)C (E)-N-[2-[[2-[2-hydroxyethyl(methyl)amino]-2-oxoethyl]-(2-methoxyethyl)amino]-2-oxoethyl]-3-[4-(trifluoromethyl)phenyl]prop-2-enamide